CC1=C(C=CC(=C1)C)NC(=O)N1CCC2(CC1)CN(C1=CC=CC=C12)CC1=CC=C(C=C1)C(F)(F)F N-(2,4-dimethylphenyl)-1-(4-(trifluoromethyl)benzyl)spiro[indoline-3,4'-piperidine]-1'-carboxamide